CC1=CC=C(C=C1)SC1=CC=C(C(=O)C2=CC=CC=C2)C=C1 4-(4'-methyl-phenylthio)-benzophenone